NCC(CN1N=CN(C1=O)CC=1SC(=CC1)C1=CC=C(C=C1)S(=O)(=O)C)=C(F)F 2-[2-(aminomethyl)-3,3-difluoro-allyl]-4-[[5-(4-methylsulfonylphenyl)-2-thienyl]methyl]-1,2,4-triazol-3-one